4,4-difluoropyrroline FC1(C=CNC1)F